CC1CCC=2N(C1)C(=CN2)C(=O)O 6-methyl-5,6,7,8-tetrahydroimidazo[1,2-a]pyridine-3-carboxylic acid